O1C=CC=2C(=NC=CC21)C2=CC=C(C(=O)NC1CCN(CC1)C=1C=NN(C1)C)C=C2 4-(furo[3,2-c]pyridin-4-yl)-N-[1-(1-methyl-1H-pyrazol-4-yl)piperidin-4-yl]benzamide